C1(CCCCC1)CN1C[C@H](CCC1)C=1NC(N(N1)C1=CC=C(C=C1)OCCN1CCCC1)=O (S)-5-(1-(cyclohexylmethyl)piperidin-3-yl)-2-(4-(2-(pyrrolidin-1-yl)ethoxy)phenyl)-2,4-dihydro-3H-1,2,4-triazol-3-one